B1OCC2=C1C=CC=C2 1,3-dihydrobenzo[c][1,2]oxaborol